1,3-dihydro-1-(2-bromoethyl)-3-isopropenyl-2H-benzimidazole BrCCN1CN(C2=C1C=CC=C2)C(=C)C